C(C)C1C(C=2C(C=CN(C2)F)=NC1C(CCC)N1CCN(CCC1)C)=O 3-ethyl-6-fluoro-2-(1-(4-methyl-1,4-diazepan-1-yl)butyl)pyrido[2,3-d]pyridin-4(3H)-one